7-bromo-4-fluoro-3-methylpyrazolo[1,5-a]pyridine BrC1=CC=C(C=2N1N=CC2C)F